O1CCC(CC1)NC=1N=CC2=C(N1)NC(C=C2)=O 2-((tetrahydro-2H-pyran-4-yl)amino)pyrido[2,3-d]pyrimidin-7(8H)-one